5'-(4-fluorophenyl)-3'-isopropyl-4-(trifluoromethyl)-1H,3'H-2,4'-biimidazole FC1=CC=C(C=C1)C1=C(N(C=N1)C(C)C)C=1NC=C(N1)C(F)(F)F